tert-butyl (5-bromothiazol-2-yl)methylcarbamate BrC1=CN=C(S1)CNC(OC(C)(C)C)=O